CN1C[C@@H]([C@H](C1)C1=CC(=CC=C1)C1=CC=NC=C1)NC(=O)C=1C=C2C(=NC1)NN=C2C2=CC(=NC=C2)C N-((3R,4S)-1-methyl-4-(3-(pyridin-4-yl)phenyl)pyrrolidin-3-yl)-3-(2-methylpyridin-4-yl)-1H-pyrazolo[3,4-b]pyridine-5-amide